C(#N)CN1CCN(CC1)CCNCC#N cyanomethyl-4-(2-((cyanomethyl)amino)ethyl)piperazine